C(/CCCC)=C\1/C(CCC1)=O (2Z)-2-pentylidenecyclopentanone